C(C)(C)(C)OC(=O)N[C@H]([C@@H](C)OCC1=CC=C(C=C1)CCOCCOCCOCCOCC(=O)O)CCC(N)=O 14-[4-([[(2R,3S)-3-[(tert-butoxycarbonyl)amino]-5-carbamoylpentan-2-yl]oxy]methyl)phenyl]-3,6,9,12-tetraoxatetradecanoic acid